lithium bis(neopentyloxymethyl) phosphate P(=O)(OCOCC(C)(C)C)(OCOCC(C)(C)C)[O-].[Li+]